4-(((2R,5S)-1-(furan-2-carbonyl)-2,5-diisobutyl-3,6-dioxohexahydroimidazolo[1,2-a]pyrazin-7(1H)-yl)methyl)piperidin-1-ium chloride [Cl-].O1C(=CC=C1)C(=O)N1[C@@H](C(N2C1CN(C([C@@H]2CC(C)C)=O)CC2CC[NH2+]CC2)=O)CC(C)C